Cl.NCC(=O)OCCOC1=CC=C2C(=CC(OC2=C1C(=O)N1CCCC2=CC=CC=C12)=O)CCC 2-((2-oxo-4-propyl-8-(1,2,3,4-tetrahydroquinoline-1-carbonyl)-2H-chromen-7-yl)oxy)ethyl glycinate hydrochloride